BrC=1C=C2C(=C(C=NC2=CC1)[N+](=O)[O-])NC1CCC(CC1)NC(OC(C)(C)C)=O tert-Butyl N-{4-[(6-bromo-3-nitroquinolin-4-yl)amino]cyclohexyl}carbamate